N[C@@H](C(=O)NC1CCN(CC1)C1=NC(=C(C(=C1C#N)C1CC1)C#N)SC(C(=O)N)C1=CC=CC=C1)C (2R)-2-amino-N-(1-(6-((2-amino-2-oxo-1-phenylethyl)sulfanyl)-3,5-dicyano-4-cyclopropylpyridin-2-yl)piperidin-4-yl)propionamide